(2S,5R)-5-((tert-butoxycarbonyl)amino)tetrahydro-2H-pyran-2-carboxylic acid C(C)(C)(C)OC(=O)N[C@@H]1CC[C@H](OC1)C(=O)O